4-((2-Formyl-5-methyl-1H-pyrrol-1-yl)methyl)phenyl 4-methylbenzenesulfonate CC1=CC=C(C=C1)S(=O)(=O)OC1=CC=C(C=C1)CN1C(=CC=C1C)C=O